C1(CC1)C=1C=C2C(=C(C(=NC2=C(C1C=1C2=CN(N=C2C=C(C1C)F)C(C1=CC=CC=C1)(C1=CC=CC=C1)C1=CC=CC=C1)O[C@@H](C)C1=CC=CC=C1)SCC)C(C)(C)C)O[C@@H]1CN(CC1)C(=O)[O-] (3S)-3-({6-cyclopropyl-2-(ethylsulfanyl)-7-[6-fluoro-5-methyl-2-(triphenylmethyl)-2H-indazol-4-yl] tert-butyl-8-[(1S)-1-phenylethoxy]quinolin-4-yl}oxy)pyrrolidine-1-carboxylate